5-methoxy-3-(4-piperidinyl)-1,2-benzisoxazole-hydrochloride Cl.COC=1C=CC2=C(C(=NO2)C2CCNCC2)C1